(S)-2-((4-(2,3-dihydroxyphenyl)-5,6-dihydro-1,2,4-triazin-1(4H)-yl)methyl)-1-(oxetan-2-ylmethyl)-1H-benzo[d]Imidazole-6-carboxylic acid methyl ester COC(=O)C=1C=CC2=C(N(C(=N2)CN2N=CN(CC2)C2=C(C(=CC=C2)O)O)C[C@H]2OCC2)C1